4-chloro-2-(1-methyl-1H-pyrazol-3-yl)-1-p-toluenesulfonyl-1H-pyrrole ClC=1C=C(N(C1)S(=O)(=O)C1=CC=C(C)C=C1)C1=NN(C=C1)C